C(C)(=O)O.C(C=C)N allylamine acetic acid salt